COC(=O)C1=CC2=C(OCCN2C)C(=C1Br)OC 7-Bromo-8-methoxy-4-methyl-3,4-dihydro-2H-benzo[b][1,4]oxazine-6-carboxylic acid methyl ester